CC(C(=O)N)(CCCCCCC)C dimethyl-nonanoic acid amide